ClC1=CC=C(C=C1)C=1C=C(C(N(N1)C=1C=NN(C1)C)=O)C(=O)NC1CNCC1O 6-(4-chlorophenyl)-N-(4-hydroxypyrrolidin-3-yl)-2-(1-methyl-1H-pyrazol-4-yl)-3-oxo-2,3-dihydropyridazine-4-carboxamide